FC=1C=C(C=C(C1CN1C(NCC=2C=NC=3C=C(C(=CC3C21)F)OC)=O)F)S(=O)(=O)N 3,5-Difluoro-4-((9-fluoro-8-methoxy-2-oxo-3,4-dihydropyrimido[5,4-c]quinolin-1(2H)-yl)Methyl)benzenesulfonamide